FC1=C2C(CCOC2=CC(=C1)F)O 5,7-difluoro-3,4-dihydro-2H-chromene-4-ol